3-(5-((1-(4'-chloro-5,5-dimethyl-3,4,5,6-tetrahydro-[1,1'-biphenyl]-2-carbonyl)-3-hydroxyazetidin-3-yl)(hydroxy)methyl)-1-oxoisoindolin-2-yl)piperidine-2,6-dione ClC1=CC=C(C=C1)C1=C(CCC(C1)(C)C)C(=O)N1CC(C1)(O)C(C=1C=C2CN(C(C2=CC1)=O)C1C(NC(CC1)=O)=O)O